Ethyl 3-(3-(chloromethyl)-4-methylphenyl)-3-(7-methoxy-1-methyl-1H-benzo[d][1,2,3]triazol-5-yl)propanoate ClCC=1C=C(C=CC1C)C(CC(=O)OCC)C1=CC2=C(N(N=N2)C)C(=C1)OC